3-(tert-butyl) 4-methyl (2S,4R)-2-(tert-butyl)oxazolidine-3,4-dicarboxylate C(C)(C)(C)[C@@H]1OC[C@@H](N1C(=O)OC(C)(C)C)C(=O)OC